(2-chloro-5-hydroxyphenyl)boronic acid ClC1=C(C=C(C=C1)O)B(O)O